C1=CC=CC=2OC3=CC=CC=C3N(C12)C1=CC=CC=C1 4-(10H-phenoxazin-10-yl)benzene